Dibenzofuranyl-[dimethylfluorenyl(biphenylyl)triazinyl]biphenyl C1(=CC=CC=2OC3=C(C21)C=CC=C3)C=3C(=C(C=CC3)C3=CC=CC=C3)C3=NN=NC(=C3C3=C(C=CC=C3)C3=CC=CC=C3)C3=C(C(=CC=2C1=CC=CC=C1CC32)C)C